ClC1=C(C=C(C=C1)NC(=O)NC1CCC=2NC3=CC=CC(=C3C2C1)C=1C=NN(C1)C)C(F)(F)F 1-(4-chloro-3-trifluoromethylphenyl)-3-(5-(1-methyl-1H-pyrazol-4-yl)-2,3,4,9-tetrahydro-1H-carbazol-3-yl)urea